C(C)C=CCC 1-ethyl-1-butene